cyclopropyl-1'-((2-ethyl-5-fluoro-3-oxo-3,4-dihydroquinoxalin-6-yl)methyl)-3'-methyl-1',2',3',6'-tetrahydro-[3,4'-bipyridine]-6-carboxamide C1(CC1)C1=NC(=CC=C1C=1C(CN(CC1)CC=1C(=C2NC(C(=NC2=CC1)CC)=O)F)C)C(=O)N